[N-](S(=O)(=O)C(F)(F)F)S(=O)(=O)C(F)(F)F.C(CCCCC)N1C=[N+](C=C1)C 1-hexyl-3-methylimidazolium bis(trifluoromethanesulfonyl)imide